C(C=C)(=O)OCCC[Si](OCC)(OCC)C acryloxypropylmethyldiethoxysilan